(t-butoxycarbonyl)-L-leucyl-L-tyrosine methyl ester COC([C@@H](NC([C@@H](NC(=O)OC(C)(C)C)CC(C)C)=O)CC1=CC=C(C=C1)O)=O